CC(C#N)C 2,2-dimethyl-acetonitrile